3-(3-((2-((2-cyclopropyl-4-(4-methylpiperazine-1-carbonyl)phenyl)amino)-5-(trifluoromethyl)pyrimidin-4-yl)amino)propyl)-1,3-oxazinan-2-one C1(CC1)C1=C(C=CC(=C1)C(=O)N1CCN(CC1)C)NC1=NC=C(C(=N1)NCCCN1C(OCCC1)=O)C(F)(F)F